magnesium TiN [Sn].[Mg]